6-(4-bromo-2-methylphenyl)-N,N-dimethylpyrimidin-4-amine BrC1=CC(=C(C=C1)C1=CC(=NC=N1)N(C)C)C